5-((5-(methylsulfanyl)pyridin-2-yl)methoxy)-1,3,4-thiadiazol-2-amine CSC=1C=CC(=NC1)COC1=NN=C(S1)N